4-(6-((benzhydryl)amino)-2-methylpyridin-3-yl)piperazine-1-carboxylic acid tert-butyl ester C(C)(C)(C)OC(=O)N1CCN(CC1)C=1C(=NC(=CC1)NC(C1=CC=CC=C1)C1=CC=CC=C1)C